[Si](C1=CC=CC=C1)(C1=CC=CC=C1)(C(C)(C)C)OC1C2C(N(C(C1)C2)C(=O)[O-])CO 5-((tert-butyldiphenylsilyl)oxy)-3-(hydroxymethyl)-2-azabicyclo[2.2.1]heptane-2-carboxylate